Cl.C[C@H]1CNCCC1 (3R)-3-methylpiperidine hydrochloride